1-Azabicyclo[2.2.2]octan-3-yl (1S)-1-phenyl-3,4-dihydroisoquinoline-2(1H)-carboxylate C1(=CC=CC=C1)[C@@H]1N(CCC2=CC=CC=C12)C(=O)OC1CN2CCC1CC2